6-benzyl-4-(1-(4-methoxybenzyl)-2-methyl-1H-imidazo[4,5-b]pyridin-6-yl)-1,6-dihydro-7H-pyrrolo[2,3-c]pyridin-7-one C(C1=CC=CC=C1)N1C(C2=C(C(=C1)C=1C=C3C(=NC1)N=C(N3CC3=CC=C(C=C3)OC)C)C=CN2)=O